O1COC2=C1C=CC(=C2)N benzo[d][1,3]dioxol-5-amine